2-(4-isopropyl-5-(8-methoxy-[1,2,4]triazolo[1,5-a]pyridin-6-yl)-1H-pyrazol-3-yl)-4-methyl-5-(6-propyl-2,6-diazaspiro[3.3]heptan-2-yl)thiazole C(C)(C)C=1C(=NNC1C=1C=C(C=2N(C1)N=CN2)OC)C=2SC(=C(N2)C)N2CC1(C2)CN(C1)CCC